cobalt(III) tris(bis(trifluoromethylsulfonyl)imide) [N-](S(=O)(=O)C(F)(F)F)S(=O)(=O)C(F)(F)F.[N-](S(=O)(=O)C(F)(F)F)S(=O)(=O)C(F)(F)F.[N-](S(=O)(=O)C(F)(F)F)S(=O)(=O)C(F)(F)F.[Co+3]